trans-N-dansyl-4-hydroxymethyl-piperidine S(=O)(=O)(C1=CC=CC=2C(N(C)C)=CC=CC12)N1CCC(CC1)CO